C(C)(C)(C)[S@@](=O)\N=C\1/C2=CC=C(C=C2CC12CCN(CC2)C(=O)OC(C)(C)C)OC tert-butyl (1Z)-1-[(R)-tert-butylsulfinyl]imino-5-methoxy-spiro[indane-2,4'-piperidine]-1'-carboxylate